O1C2=C(OCC1)C=C(C=C2)C2N(CCC2)CC2=CC=C(C=C2)C=2C=NC=NC2 5-(4-((2-(2,3-dihydrobenzo[b][1,4]dioxin-6-yl)pyrrolidin-1-yl)methyl)phenyl)pyrimidine